6-[(7S)-2-{3-[5-(3-Methylpyridin-2-yl)-1,3,4-oxadiazol-2-yl]-1H-pyrazolo[3,4-b]pyridin-5-yl}-6,7,8,9-tetrahydro-5H-benzo[7]annulen-7-yl]-3-oxa-6-azabicyclo[3.1.1]heptane CC=1C(=NC=CC1)C1=NN=C(O1)C1=NNC2=NC=C(C=C21)C=2C=CC1=C(CC[C@H](CC1)N1C3COCC1C3)C2